[I-].C[N+]1=CC2=CC=CC=C2C=C1 2-methylisoquinolin-2-ium iodide